tert-butyl (S)-2-(8-amino-1-(6-(benzyloxy)pyridin-3-yl)imidazo[1,5-a]pyrazin-3-yl)pyrrolidine-1-carboxylate NC=1C=2N(C=CN1)C(=NC2C=2C=NC(=CC2)OCC2=CC=CC=C2)[C@H]2N(CCC2)C(=O)OC(C)(C)C